Cl.COCC1(CCCCC1)CNC 1-[1-(Methoxymethyl)cyclohexyl]-N-methylmethanamine hydrochloride